OC1=CC=C(C=C1)C1(CC(CC(C1)C)CCC)C1=CC=C(C=C1)O 1,1-bis(4-hydroxyphenyl)-3-propyl-5-methyl-cyclohexane